silyl ether dimethacrylate C(C(=C)C)(=O)O.C(C(=C)C)(=O)O.[SiH3]O[SiH3]